5-(1-(azetidin-3-ylsulfonyl)piperidin-4-yl)-5H-imidazo[5,1-a]isoindole N1CC(C1)S(=O)(=O)N1CCC(CC1)C1N2C(C3=CC=CC=C13)=CN=C2